ClC1=CN(C=2N=C(N=CC21)NC=2C(=NN(C2)C2CCN(CC2)S(=O)(=O)C)Cl)CC 5-chloro-N-(3-chloro-1-(1-(methylsulfonyl)piperidin-4-yl)-1H-pyrazol-4-yl)-7-ethyl-7H-pyrrolo[2,3-d]pyrimidin-2-amine